Piperidine-1,4-dicarboxylic acid 1-benzyl 4-(1-methylpiperidin-4-yl) ester CN1CCC(CC1)OC(=O)C1CCN(CC1)C(=O)OCC1=CC=CC=C1